O=C1NC2=CC(=CC=C2C=C1)OCCCCCCN1CCCCC1 6-[(2-oxo-1,2-dihydroquinolin-7-yl)oxy]hexylpiperidine